NC=1C(=C2C(=NC1C(=O)N)N(C=C2C#N)CC)C2=C(C(=C(C=C2)C)O)C 5-amino-3-cyano-1-ethyl-4-(3-hydroxy-2,4-dimethylphenyl)-pyrrolo[2,3-b]pyridine-6-carboxamide